3-(3-(1H-pyrrolo[2,3-b]pyridin-5-yl)phenyl)-N-benzyl-propionamide N1C=CC=2C1=NC=C(C2)C=2C=C(C=CC2)CCC(=O)NCC2=CC=CC=C2